cis-N1-(5-(imidazo[1,2-b]pyridazin-6-yl)pyrrolo[2,1-f][1,2,4]triazin-2-yl)cyclobutane-1,3-diamine N=1C=CN2N=C(C=CC21)C=2C=CN1N=C(N=CC12)N[C@@H]1C[C@@H](C1)N